4-[[(2R,3S,4R,5R)-3-(3,4-difluoro-2-methoxy-phenyl)-4,5-dimethyl-5-(trifluoromethyl)tetrahydrofuran-2-carbonyl]amino]pyridine-2-carboxamide FC=1C(=C(C=CC1F)[C@H]1[C@@H](O[C@]([C@@H]1C)(C(F)(F)F)C)C(=O)NC1=CC(=NC=C1)C(=O)N)OC